C(C)(C)(C)OC(=O)N[C@@H](CC(C)C)C(=O)N[C@H](CC1=CN(C2=CC=CC=C12)C)C(=O)OCC ethyl Nα-((tert-butoxycarbonyl)-L-leucyl)-1-methyl-D-tryptophanate